(-)-5-oxotetrahydrofuran-2-carboxylic acid O=C1CCC(O1)C(=O)O